acryloyloxypropyltriisobutyloxysilane C(C=C)(=O)OCCC[Si](OCC(C)C)(OCC(C)C)OCC(C)C